2,3,6-triiodobenzyl alcohol IC1=C(CO)C(=CC=C1I)I